(S)-N-(1-((3-chloro-4-fluorophenyl)amino)-6-methoxyisoquinolin-7-yl)-4-(3-fluoropyrrolidin-1-yl)butanamide ClC=1C=C(C=CC1F)NC1=NC=CC2=CC(=C(C=C12)NC(CCCN1C[C@H](CC1)F)=O)OC